indium selenium [Se].[In]